4-bromo-2-propyl-1H-benzo[d]Imidazole BrC1=CC=CC=2NC(=NC21)CCC